(S)-6-((1-(2',4'-dimethoxy-2-methyl-[4,5'-bipyrimidin]-6-yl)-4,4-difluoropyrrolidin-3-yl)oxy)-1-(2,2,2-trifluoroethyl)-1H-indazole COC1=NC=C(C(=N1)OC)C1=NC(=NC(=C1)N1C[C@@H](C(C1)(F)F)OC1=CC=C2C=NN(C2=C1)CC(F)(F)F)C